2-(3-((1s,3s)-3-(difluoromethyl)-3-hydroxy-1-(4-methyl-4H-1,2,4-triazol-3-yl)cyclobutyl)phenyl)-6-(((1-methylcyclobutyl)amino)methyl)-4-(trifluoromethyl)isoindolin-1-one FC(C1(CC(C1)(C1=NN=CN1C)C=1C=C(C=CC1)N1C(C2=CC(=CC(=C2C1)C(F)(F)F)CNC1(CCC1)C)=O)O)F